6-benzoylamino-N-isopentyl-[3,4'-bipyridine]-2'-carboxamide C(C1=CC=CC=C1)(=O)NC1=CC=C(C=N1)C1=CC(=NC=C1)C(=O)NCCC(C)C